ClC1=CC=C2C(=N1)C(=CN2)NC2=NC1=C(N2)C=CC(=C1)N1CCCCC1 N-(5-Chloro-1H-pyrrolo[3,2-b]pyridin-3-yl)-5-(piperidin-1-yl)-1H-benzo[d]imidazol-2-amine